(2,7-diphenyl-3,6-di-tert-butylfluorenyl)Zirconium dichloride [Cl-].[Cl-].C1(=CC=CC=C1)C1=C(C=2CC3=CC(=C(C=C3C2C=C1C(C)(C)C)C(C)(C)C)C1=CC=CC=C1)[Zr+2]